5-(2'-amino-5-chloro-2,4'-difluoro-[1,1'-biphenyl]-4-carboxamido)-3-chloro-N-(2-(dimethylamino)ethyl)picolinamide NC1=C(C=CC(=C1)F)C1=C(C=C(C(=C1)Cl)C(=O)NC=1C=C(C(=NC1)C(=O)NCCN(C)C)Cl)F